[15NH2][13C@@H]([13CH2][13C]1=[13CH][13CH]=[13CH][13CH]=[13CH]1)[13C](=O)O [13C9,15N]-phenylalanine